2-((5-(2-((3S,5R)-6-(diethylamino)-5-hydroxy-2-methylhex-3-yl)-2,6-diazaspiro[3.4]oct-6-yl)-1,2,4-triazin-6-yl)oxy)-N-ethyl-5-fluoro-N-isopropylbenzamide fumarate C(\C=C\C(=O)O)(=O)O.C(C)N(C[C@@H](C[C@@H](C(C)C)N1CC2(C1)CN(CC2)C=2N=CN=NC2OC2=C(C(=O)N(C(C)C)CC)C=C(C=C2)F)O)CC